1,2-dilinoleyloxy-3-Dimethylaminopropane C(CCCCCCC\C=C/C\C=C/CCCCC)OCC(CN(C)C)OCCCCCCCC\C=C/C\C=C/CCCCC